COC1=CC=C(COCC2=CC=C3CC4(CCN(CC4)C(=O)OC(C)(C)C)C(C3=C2)=O)C=C1 tert-butyl 6-(((4-methoxybenzyl)oxy)methyl)-1-oxo-1,3-dihydrospiro[indene-2,4'-piperidine]-1'-carboxylate